methyltrieth-oxysilane C[Si](OCC)(OCC)OCC